(S,E)-7-(Dimethylamino)-1-((1-((7-fluoro-4-isobutyl-3H-imidazo[4,5-c]pyridin-2-yl)methyl)-2-oxo-6-propyl-1,2-dihydropyridin-3-yl)amino)-1,7-dioxohept-5-en-2-yl-dimethylcarbamat CN(C(/C=C/CC[C@H](C(=O)NC=1C(N(C(=CC1)CCC)CC1=NC2=C(C(=NC=C2F)CC(C)C)N1)=O)CN(C([O-])=O)C)=O)C